1-(1-(6-chloro-1-(3-(methyl)phenyl)-1H-indazol-3-yl)ethyl)-3-(2-methoxypyridin-5-yl)-1H-pyrazolo[3,4-d]pyrimidin-4-amine ClC1=CC=C2C(=NN(C2=C1)C1=CC(=CC=C1)C)C(C)N1N=C(C=2C1=NC=NC2N)C=2C=CC(=NC2)OC